CC1=NC=C(C(=N1)C)[C@@H](C)O |r| (rac)-1-(2,4-dimethylpyrimidin-5-yl)ethan-1-ol